FC(F)(F)C1=NN(C=C1)CC12CC(C1)(C2)C(F)(F)F (trifluoromethyl)-1-((3-(trifluoromethyl)bicyclo[1.1.1]pentan-1-yl)methyl)-1H-pyrazole